C1(CC1)C1=CC=CC(=N1)C1=NC(=NC(=N1)C1=NC(=CC=C1)C(F)(F)F)NC1=CC(=NC=C1)C(F)(F)F 4-(6-cyclopropylpyridin-2-yl)-6-(6-(trifluoromethyl)pyridin-2-yl)-N-(2-(trifluoromethyl)pyridin-4-yl)-1,3,5-triazin-2-amine